Methyl-3-(hydroxymethyl)bicyclo[1.1.1]pentane-1-carboxylic acid methyl ester COC(=O)C12C(C(C1)(C2)CO)C